C(C)N1C(NC2=CC(=CC=C2C1=O)CN1CCN(CC1)C=1C(=NC(=CC1)F)C(=O)NC)=O (4-((3-ethyl-2,4-dioxo-1,2,3,4-tetrahydroquinazolin-7-yl)methyl)piperazin-1-yl)-6-fluoro-N-methylpyridinecarboxamide